2-[5-amino-2-(4-amino-5-{3-fluoro-4-[(4-methylpyrimidin-2-yl)oxy]phenyl}-7-methyl-5H-pyrrolo[3,2-d]pyrimidin-6-yl)phenyl]acetonitrile NC=1C=CC(=C(C1)CC#N)C1=C(C=2N=CN=C(C2N1C1=CC(=C(C=C1)OC1=NC=CC(=N1)C)F)N)C